4-fluoro-7-(5-{[(2R,3S,5S)-2-fluoro-8-azabicyclo[3.2.1]octan-3-yl](methyl)amino}pyrazin-2-yl)isoquinolin-8-ol FC1=CN=CC2=C(C(=CC=C12)C1=NC=C(N=C1)N(C)[C@@H]1[C@@H](C2CC[C@@H](C1)N2)F)O